1-ethyl-2,2,6,6-tetrakis(trideuteriomethyl)piperidin-4-ol C(C)N1C(CC(CC1(C([2H])([2H])[2H])C([2H])([2H])[2H])O)(C([2H])([2H])[2H])C([2H])([2H])[2H]